O=C1NC(=CC=2C=CC=NC12)C(=O)OCC ethyl 8-oxo-7,8-dihydro-1,7-naphthyridine-6-carboxylate